C(C)(C)(C)OC(=O)N1[C@@H]([C@H]2CC[C@@H](C1)N2CC2=CC=CC=C2)CO (1R,2S,5S)-8-benzyl-2-(hydroxymethyl)-3,8-diazabicyclo[3.2.1]octane-3-carboxylic acid tert-butyl ester